C1CCN2CCC[C@@H]([C@H]12)NC=1OC=2C(=NC(=CC2)C2=C(C=C(C#N)C=C2C)O)N1 4-[2-[[(8S,8aS)-1,2,3,5,6,7,8,8a-octahydroindolizin-8-yl]amino]oxazolo-[4,5-b]pyridin-5-yl]-3-hydroxy-5-methyl-benzonitrile